5-((1r,3r)-3-Amino-2,2,4,4-tetramethylcyclobutoxy)-3-(trifluoromethyl)picolinonitrile dihydrochloride Cl.Cl.NC1C(C(C1(C)C)OC=1C=C(C(=NC1)C#N)C(F)(F)F)(C)C